3-(7-(3-(2-methoxyphenyl)propyl)-7-azabicyclo[2.2.1]hept-2-yl)-1H-indole COC1=C(C=CC=C1)CCCN1C2C(CC1CC2)C2=CNC1=CC=CC=C21